CON(C(=O)C1CCN(CC1)C)C N-methoxy-N,1-dimethylpiperidine-4-carboxamide